tert-butyl 2-((3-(4-((5-chloropyridin-2-yl)oxy)phenyl)-1,2,4-oxadiazol-5-yl)methyl)acrylate ClC=1C=CC(=NC1)OC1=CC=C(C=C1)C1=NOC(=N1)CC(C(=O)OC(C)(C)C)=C